BrC1=CC=C(S1)S(=O)(=O)NC1=C(C(=CC=C1)C)N1CCC(CC1)(C)C 5-bromo-N-(2-(4,4-dimethylpiperidin-1-yl)-3-methylphenyl)thiophene-2-sulfonamide